N1C(CCC1)C1CCN(CC1)C1CC2(C1)CN(CC2)C(=O)OCC ethyl 2-(4-(pyrrolidin-2-yl)piperidin-1-yl)-6-azaspiro[3.4]octane-6-carboxylate